N-[2,5-difluoro-4-(trifluoromethyl)phenyl]-5-(2-fluoro-5-methyl-phenyl)-1H-pyrrole-3-sulfonamide FC1=C(C=C(C(=C1)C(F)(F)F)F)NS(=O)(=O)C1=CNC(=C1)C1=C(C=CC(=C1)C)F